(R)-4-(3-(3-aminopiperidine-1-carbonyl)-1-(4-bromophenyl)-1H-pyrazol-5-yl)benzonitrile N[C@H]1CN(CCC1)C(=O)C1=NN(C(=C1)C1=CC=C(C#N)C=C1)C1=CC=C(C=C1)Br